norbornene-2-propionic acid ethyl ester C(C)OC(CCC=1C2CCC(C1)C2)=O